CC1(C[C@H](CN(C1)C1=CC=NC2=NC=CN=C21)N)C (R)-5,5-dimethyl-1-(pyrido[2,3-b]pyrazin-8-yl)piperidin-3-amine